3-(Dimethylsulfamoyl)-4-(8,8,8-trifluorooctylamino)benzoic acid CN(S(=O)(=O)C=1C=C(C(=O)O)C=CC1NCCCCCCCC(F)(F)F)C